FC=1C=C2C(C(=CN3C2=C(C1F)OCCC3)C(=O)OCC)=O ethyl 10,11-difluoro-8-oxo-2,3,4,8-tetrahydro-[1,4]oxazepino[2,3,4-ij]quinoline-7-carboxylate